N-(1-(4-chlorophenyl)-2,2,2-trifluoroethyl)thiomorpholine-4-sulfonamide ClC1=CC=C(C=C1)C(C(F)(F)F)NS(=O)(=O)N1CCSCC1